2,2,6,6-tetramethyl-piperidin-4-ol CC1(NC(CC(C1)O)(C)C)C